C(#CCCCCCCC)Br nonynyl bromide